NC1=NC=C(C(=N1)C1=CNC2=CC=C(C=C12)C#CC(C)(O)C)OCCOC 4-{3-[2-Amino-5-(2-Methoxyethoxy)pyrimidin-4-Yl]-1h-Indol-5-Yl}-2-Methylbut-3-Yn-2-Ol